1,5-bis(4-hydroxyphenylthio)-3-oxapentane OC1=CC=C(C=C1)SCCOCCSC1=CC=C(C=C1)O